S(=O)(=O)(O)O.ClC1(CC1)C(CNN=CC(=O)O)(CC1=C(C=CC=C1)Cl)O.ClC1(CC1)C(CNN=CC(=O)O)(CC1=C(C=CC=C1)Cl)O 2-{2-[2-(1-chlorocyclopropyl)-3-(2-chlorophenyl)-2-hydroxypropyl]hydrazono}acetic acid hemisulfate